O=C1NC(CCC1OC=1C=C(C=CC1)C1CCN(CC1)CC(=O)O)=O 2-[4-[3-[(2,6-dioxo-3-piperidyl)oxy]phenyl]-1-piperidyl]acetic acid